6-chloro-3-phenyl-2-(pyrazin-2-ylamino)quinazolin-4(3H)-one ClC=1C=C2C(N(C(=NC2=CC1)NC1=NC=CN=C1)C1=CC=CC=C1)=O